5-methyl-N-(5-nitrobenzo[d]thiazol-2-yl)pyrazine-2-carboxamide CC=1N=CC(=NC1)C(=O)NC=1SC2=C(N1)C=C(C=C2)[N+](=O)[O-]